FC=1C(=NC=CC1)C=1C=NC(=CC1)N[C@@H]1C[C@H](CC1)N (1S,3S)-N1-(3-fluoro-[2,3'-bipyridin]-6'-yl)cyclopentane-1,3-diamine